5-chloro-4-((2-((4,4-difluoropiperidin-1-yl)methyl)-6-fluorobenzyl)amino)-2-fluoro-N-(thiazol-4-yl)benzenesulfonamide ClC=1C(=CC(=C(C1)S(=O)(=O)NC=1N=CSC1)F)NCC1=C(C=CC=C1F)CN1CCC(CC1)(F)F